C(C)(C)(C)OC(=O)N[C@H](C(=O)[O-])CCS (2s)-2-(tert-butoxycarbonylamino)-4-sulfanyl-butanoate